[Cl-].C1(=CC=CC=C1)[P+](C1=CC=C(C=C1)C=C)(CC1=CC=C(C=C1)C=C)C1=CC=CC=C1 diphenyl(4-vinylbenzyl)(4-vinylphenyl)-phosphonium chloride